Cl.C1NCC2=CC(=CC=C12)CN1CCOCC1 4-(isoindolin-5-ylmethyl)morpholine hydrochloride